FC1=CC=C(/C=C/C=2C=C(C=NC2NCCC=2SC=CN2)NS(=O)(=O)C=C)C=C1 (E)-N-(5-(4-fluorostyryl)-6-((2-(thiazol-2-yl)ethyl)amino)pyridin-3-yl)ethenesulfonamide